CNS(=O)(=O)CCNC1=C(C=C(C=C1)C1=CC=C(C=C1)C(F)(F)F)C1=NN(C=C1)C N-methyl-2-((3-(1-methyl-1H-pyrazol-3-yl)-4'-(trifluoromethyl)-[1,1'-biphenyl]-4-yl)amino)ethane-1-sulfonamide